FC1=C(C(=CC=C1)OC)C1=CC=CC(=N1)NC1=NC=C(C(=C1)N1C[C@H](CCC1)O)C=1C=NN(C1)C1CCOCC1 (S)-1-(2-((6-(2-fluoro-6-methoxyphenyl)pyridin-2-yl)amino)-5-(1-(tetrahydro-2H-pyran-4-yl)-1H-pyrazol-4-yl)pyridin-4-yl)piperidin-3-ol